7-(4-cyclopropyl-1H-imidazol-1-yl)-4-fluoroisoquinolin C1(CC1)C=1N=CN(C1)C1=CC=C2C(=CN=CC2=C1)F